NC(C(=O)O)CS(=O)(=O)O 2-Amino-3-sulfopropionic acid